2-(hydroxymethyl)-6-((4-ethoxynaphthalene-1-yl)oxy)-tetrahydro-2H-pyran-3,4,5-triol OCC1OC(C(C(C1O)O)O)OC1=CC=C(C2=CC=CC=C12)OCC